FC1CC(N(C1)C(CC1=CN=NN1)=O)C(=O)NC(C=1C(=NC=CC1)C)C1=CC(=C(C=C1)C1(CC1)C)F 4-fluoro-N-{[3-fluoro-4-(1-methylcyclopropyl)phenyl](2-methylpyridin-3-yl)methyl}-1-[2-(1H-1,2,3-triazol-5-yl)acetyl]pyrrolidine-2-carboxamide